CCCCCCCCCC=CCCC=CC=CCCCCC=CCC pentacosane-10,14,16,22-tetraene